BrC1=CN=CC(=N1)C(=O)NCC(C)(C)NC(OCCCC)=O Butyl (1-(6-bromopyrazine-2-carboxamido)-2-methylpropan-2-yl)carbamate